sodium bis(stearoylglutamine) C(CCCCCCCCCCCCCCCCC)(=O)N[C@@H](CCC(N)=O)C(=O)O.C(CCCCCCCCCCCCCCCCC)(=O)N[C@@H](CCC(N)=O)C(=O)O.[Na]